2-amino-5-phenylbenzoic acid methyl ester COC(C1=C(C=CC(=C1)C1=CC=CC=C1)N)=O